C(C)C(CN([C@@H](C)C(=O)OCC12CCC(CC1)N2)P(=O)(OC2=CC=CC=C2)OC[C@]2(O[C@H](C[C@@H]2O)N2C1=NC(=NC(=C1N=C2)N)F)C#C)CC (7-azabicyclo[2.2.1]hept-1-yl)methanol 2-Ethylbutyl-((((2R,3S,5R)-5-(6-amino-2-fluoro-9H-purin-9-yl)-2-ethynyl-3-hydroxytetrahydrofuran-2-yl)methoxy)(phenoxy)phosphoryl)-L-alaninate